C(#CC)C(CNC([O-])=O)C 2-propynyl-propyl-carbamat